N-[2-(1H-indol-3-yl)ethyl]-2-[2-methoxy-5-(trifluoromethyl)-3-pyridyl]-7,8-dihydro-6H-pyrimido[5,4-b][1,4]oxazin-4-amine N1C=C(C2=CC=CC=C12)CCNC1=NC(=NC2=C1OCCN2)C=2C(=NC=C(C2)C(F)(F)F)OC